N-(2,6-dimethyl-4-{3,5-dimethylphenyl}phenyl)-2-(4-fluorophenyl)imidazole CC1=C(C(=CC(=C1)C1=CC(=CC(=C1)C)C)C)N1C(=NC=C1)C1=CC=C(C=C1)F